C[C@H]1CN(CCC1)C1CCN(CC1)C=1SC(=CN1)C(=O)NCC1=CC=NC=C1 2-[(3R)-3-methyl[1,4'-bipiperidin]-1'-yl]-N-(pyridin-4-ylmethyl)-1,3-thiazole-5-carboxamide